C(C)(C)(C)OC(=O)N1[C@@H](CCC1)C(N[C@H](C(=O)NC(C)C)CC1=CC=C(C=C1)OCCCC1=C(C(=C(C(=C1C)OC)C)C)OC)=O (S)-2-(((S)-3-(4-(3-(2,5-dimethoxy-3,4,6-trimethylphenyl)propoxy)phenyl)-1-(isopropylamino)-1-oxoprop-2-yl)carbamoyl)pyrrolidine-1-carboxylic acid tert-butyl ester